NC1=C(C=C(C=C1)N(CCCS(=O)(=O)N)CC)C 2-((4-amino-3-methylphenyl)(ethyl)amino)ethylmethanesulfonamide